NC1CC2CCC(C1)N2C=2N(C(C1=C(N2)NC=C1C1=C(C2=CN(N=C2C=C1)C)F)=O)C 2-(endo-3-amino-8-aza-bicyclo[3.2.1]octan-8-yl)-5-(4-fluoro-2-methyl-2H-indazol-5-yl)-3-methyl-3,7-dihydro-4H-pyrrolo[2,3-d]pyrimidin-4-one